N-(2-sulfoethyl)aspartic acid nickel [Ni].S(=O)(=O)(O)CCN[C@@H](CC(=O)O)C(=O)O